(2R,3R,4S)-2-(4-methoxyphenyl)-4-(1,3-benzodioxol-5-yl)-1-(N-(n-butyl)aminocarbonylmethyl)pyrrolidine-3-carboxylic acid COC1=CC=C(C=C1)[C@@H]1N(C[C@@H]([C@H]1C(=O)O)C1=CC2=C(OCO2)C=C1)CC(=O)NCCCC